C(C)(C)(C)OC(=O)N1CC(C1)OC=1C=CC(=NC1)C1=CC(=CN1C)C(=O)OC methyl 5-(5-{[1-(tert-butoxycarbonyl)azetidin-3-yl]oxy}pyridin-2-yl)-1-methylpyrrole-3-carboxylate